COC([C@H](CC=1N=CN(C1)C(C1=CC=CC=C1)(C1=CC=CC=C1)C1=CC=CC=C1)N)=O (S)-2-amino-3-(1-trityl-1H-imidazol-4-yl)propionic acid methyl ester